(4-(8-chloro-7-((2-methyl-1H-benzo[d]imidazol-6-yl)oxy)quinoxalin-2-yl)-1H-pyrazol-1-yl)-1-(3-hydroxyazetidin-1-yl)ethanone ClC=1C(=CC=C2N=CC(=NC12)C=1C=NN(C1)CC(=O)N1CC(C1)O)OC=1C=CC2=C(NC(=N2)C)C1